[N+](=O)([O-])C=1N=NN(C1)CC(=O)OCC ethyl 2-(4-nitro-1H-1,2,3-triazol-1-yl)acetate